(3R)-1-[2-[2-[5-Bromo-2-(8-chloro-4-oxochromen-2-yl)phenoxy]ethoxy]ethyl]pyrrolidin BrC=1C=CC(=C(OCCOCCN2CCCC2)C1)C=1OC2=C(C=CC=C2C(C1)=O)Cl